(4R,5S,6R)-3-((3S,5S)-5-(Dimethylcarbamoyl)pyrrolidin-3-ylthio)-6-((R)-1-(ethoxycarbonothioylamino)ethyl)-4-methyl-7-oxo-1-azabicyclo[3.2.0]hept-2-ene-2-carboxylic acid CN(C(=O)[C@@H]1C[C@@H](CN1)SC1=C(N2C([C@@H]([C@H]2[C@H]1C)[C@@H](C)NC(=S)OCC)=O)C(=O)O)C